CC1=C(C=C(C2=C1CCO2)C(=O)N[C@H]2CCOC[C@@H]2O)CC2=CC=C(C=C2)C=2OC=C(N2)C 1,5-anhydro-2,3-dideoxy-3-[(4-methyl-5-{[4-(4-methyl-1,3-oxazol-2-yl)phenyl]methyl}-2,3-dihydro-1-benzofuran-7-carbonyl)amino]-L-threo-pentitol